FC=1C(=NC(=CC1)OC)C(=O)N1C2CN(C(CC1)CC2)CC2=C(N=C1N2C=CC=N1)C1=CC=C(C=C1)C(C)C (3-fluoro-6-methoxypyridin-2-yl)[6-{[2-(4-isopropylphenyl)imidazo[1,2-a]pyrimidin-3-yl]methyl}-2,6-diazabicyclo[3.2.2]non-2-yl]methanone